C(C)(=O)N1CC2=C(CC1)N(N=C2N2CCCC1=CC(=C(C=C21)C(F)F)C=2C=NN(C2)C)C2CCC(CC2)C2CCN(CC2)C2=CC=C(C(=O)O)C=C2 4-[4-[4-[5-acetyl-3-[7-(difluoromethyl)-6-(1-methylpyrazol-4-yl)-3,4-dihydro-2H-quinolin-1-yl]-6,7-dihydro-4H-pyrazolo[4,3-c]pyridin-1-yl]cyclohexyl]-1-piperidyl]benzoic acid